BrC(C(=O)OC)C1=C2[C@@H](COCC2=CC=C1)C methyl 2-bromo-2-((S)-4-methylisochroman-5-yl)acetate